FC1=C(C(=O)NC2=CC(=C(C=C2)C)C2=CC3=C(N=C(N=C3)NC3=CC=C(C=C3)N3CCOCC3)N3C2=NCC3)C=CC=C1 2-fluoro-N-(4-methyl-3-(2-((4-morpholinophenyl)amino)-8,9-dihydroimidazo[1',2':1,6]pyrido[2,3-d]pyrimidin-6-yl)phenyl)benzamide